P1(OOO1)(=O)N 5'-oxo phosphoramidate